1-(2-{2-oxa-8-azaspiro[4.5]decan-8-yl}acetyl)-piperidin C1OCCC12CCN(CC2)CC(=O)N2CCCCC2